2-hydroxy-1-{4-[4-(2-hydroxy-2-methylpropanoyl)-benzyl]phenyl}-2-methyl-propan-1-one OC(C(=O)C1=CC=C(C=C1)CC1=CC=C(C=C1)C(C(C)(C)O)=O)(C)C